Cl.C(C)[C@H]1CNCC1 3-(R)-ethylpyrrolidine hydrochloride